(3S,4S)-1-Cyclohexyl-4-{[5-(2,4-difluoro-phenyl)-isoxazole-3-carbonyl]-amino}-piperidine-3-carboxylic acid (2-p-tolyl-ethyl)-amide C1(=CC=C(C=C1)CCNC(=O)[C@H]1CN(CC[C@@H]1NC(=O)C1=NOC(=C1)C1=C(C=C(C=C1)F)F)C1CCCCC1)C